C1(CCCC1)N1N=C(C=C1C1=C(C=CC=C1)C(F)(F)F)C(=O)N[C@H](CC(=O)O)CCN1[C@@H](CCCC1)C(F)(F)F (3S)-3-({1-cyclopentyl-5-[2-(trifluoromethyl)phenyl]-1H-pyrazol-3-yl}formamido)-5-[(2S)-2-(trifluoromethyl)piperidin-1-yl]pentanoic acid